C(C1=CC=CC=C1)OC1=CC=C(C=C1)NC=1C2=C(N=C(N1)N1C[C@H](OCC1)C)C(N(C2)C(C)C)=O 4-{[4-(benzyloxy)phenyl]amino}-2-[(2R)-2-methylmorpholin-4-yl]-6-(propan-2-yl)-5,6-dihydro-7H-pyrrolo[3,4-d]pyrimidin-7-one